FC(CCOCCCF)F 1,1-difluoro-3-(3-fluoropropoxy)propane